C(=O)C1=C(C=CC(=C1)C)NC(C)=O N-(2-FORMYL-4-METHYL-PHENYL)-ACETAMIDE